4-((5-(Acetoxymethyl)-2H-tetrazol-2-yl)(phenyl)methyl)piperidine-1-carboxylic acid tert-butyl ester C(C)(C)(C)OC(=O)N1CCC(CC1)C(C1=CC=CC=C1)N1N=C(N=N1)COC(C)=O